S1C=NC2=C1C(=CC=C2)S(=O)(=O)CCC(=O)N2[C@H](CN(CC2)C2=CC(NC=C2)=O)C (S)-4-(4-(3-(benzo[d]thiazol-7-ylsulfonyl)propanoyl)-3-methylpiperazin-1-yl)pyridin-2(1H)-one